Cl.FCCOC1=CC=C(C=N1)C=1C=C2N(N1)C(N(C2)C2=CN=CS2)=O 2-(6-(2-fluoroethoxy)pyridin-3-yl)-5-(thiazol-5-yl)-4,5-dihydro-6H-imidazo[1,5-b]pyrazol-6-one hydrochloride